3,8-diacetyl-aminonaphthalene C(C)(=O)C=1C=C(C2=C(C=CC=C2C1)C(C)=O)N